tert-butyl 3-(4-((5-chloro-6-(3-(trifluoromethyl)phenoxy)pyridin-3-yl)amino)pyrrolo[2,1-f][1,2,4]-triazin-5-yl)azetidine-1-carboxylate ClC=1C=C(C=NC1OC1=CC(=CC=C1)C(F)(F)F)NC1=NC=NN2C1=C(C=C2)C2CN(C2)C(=O)OC(C)(C)C